OCCS(=O)(=O)CC(CCCC(C(=O)NNC)(C)C=1C=C2CC(CC2=CC1)(C(=O)OCC)C(=O)OCC)(C)C diethyl 5-(7-((2-hydroxyethyl)sulfonyl)-2,6,6-trimethyl-1-(2-methylhydrazineyl)-1-oxoheptan-2-yl)-1,3-dihydro-2H-indene-2,2-dicarboxylate